C(C)O[Si](OCC)(OCC)CCCNC(C(=C)C)=O N-(triethoxysilylpropyl)methacrylamide